N-(4-aminopyridin-2-yl)-N-(2,4-difluorophenyl)acetamide NC1=CC(=NC=C1)N(C(C)=O)C1=C(C=C(C=C1)F)F